N(N)/C(/SC)=N/[C@H]1CN(CCC1)C(=O)OC(C)(C)C tert-Butyl (R,Z)-3-((hydrazineyl(methylthio)methylene)amino)piperidine-1-carboxylate